3-cyclopropyl-5-fluoro-4-{[3-(3-methyloxetane-3-amido)phenyl]amino}benzoic acid C1(CC1)C=1C=C(C(=O)O)C=C(C1NC1=CC(=CC=C1)NC(=O)C1(COC1)C)F